1-(1H-benzo[d]imidazol-5-yl)-5-(2-chlorophenyl)imidazolidine-2,4-dione N1C=NC2=C1C=CC(=C2)N2C(NC(C2C2=C(C=CC=C2)Cl)=O)=O